2,3-pentane-diol CC(C(CC)O)O